tert-Butyl Nonylglycinate C(CCCCCCCC)NCC(=O)OC(C)(C)C